[Na+].O[C@H](CN1CCN(CCN(CC1)C[C@H](C)O)CC=1C=C(C=CC1O)S(=O)(=O)[O-])C 3-((4,7-bis((S)-2-hydroxypropyl)-1,4,7-triazonan-1-yl)methyl)-4-hydroxybenzenesulfonate Sodium Salt